Peroxypropionyl nitrate CCC(=O)OO[N+](=O)[O-]